C(C=C)(=O)OCC(COCC(COC(C=C)=O)O)O di-(3-acryloxy-2-hydroxypropyl) ether